Methylphenylacetic acid CC(C(=O)O)C1=CC=CC=C1